5-(chloromethyl)-4-methyl-2-(6-methyl-3-pyridyl)thiazole ClCC1=C(N=C(S1)C=1C=NC(=CC1)C)C